3,3'-[5-(4,4,5,5-tetramethyl-1,3,2-Dioxaborolane-2-yl)-1,3-phenylene]diquinoline CC1(OB(OC1(C)C)C=1C=C(C=C(C1)C=1C=NC2=CC=CC=C2C1)C=1C=NC2=CC=CC=C2C1)C